(2R)-N-{2-[1-benzyl-3-(hydroxymethyl)piperidin-4-yl]ethyl}-2-methyl-4-(3,4,5-trifluorophenyl)piperazine-1-carboxamide C(C1=CC=CC=C1)N1CC(C(CC1)CCNC(=O)N1[C@@H](CN(CC1)C1=CC(=C(C(=C1)F)F)F)C)CO